N-(3-Fluoro-2'-hydroxy-4''-methyl-[1,1':3',1''-terphenyl]-4-yl)acetamide FC=1C=C(C=CC1NC(C)=O)C1=C(C(=CC=C1)C1=CC=C(C=C1)C)O